The molecule is a 5-oxo monocarboxylic acid and a non-proteinogenic alpha-amino acid. It derives from a hexanoic acid. It is a conjugate acid of a 2-amino-5-oxohexanoate. CC(=O)CCC(C(=O)O)N